2-ethoxy-N-Bocaniline C(C)OC1=C(NC(=O)OC(C)(C)C)C=CC=C1